(9-Methyl-1-(4-(morpholinomethyl)phenyl)-5,5-dioxido-1,4-dihydrothiochromeno[4,3-c]pyrazol-3-yl)(4-oxa-7-azaspiro[2.5]oct-7-yl)methanone CC=1C2=C(C=CC1)S(CC1=C2N(N=C1C(=O)N1CCOC2(CC2)C1)C1=CC=C(C=C1)CN1CCOCC1)(=O)=O